BrC1=C(C(=CC=C1)Cl)NC(=O)C=1C(=NC(=NC1)NC1=CC(=C(C=C1)C1CCN(CC1)C)OC)OC N-(2-bromo-6-chlorophenyl)-4-methoxy-2-((3-methoxy-4-(1-methylpiperidin-4-yl)phenyl)amino)pyrimidine-5-carboxamide